C1=CC=CC=2C3=CC=CC=C3C(C12)CN(C(O)=O)[C@@H](CN=[N+]=[N-])COCCOCCOC(C)(C)C.C1(=CC=CC=C1)NCCC[Si](OC)(OC)OC gamma-(phenylamino)propyltrimethoxysilane (9H-fluoren-9-yl)methyl-(S)-(1-azido-3-(2-(2-(tert-butoxy)ethoxy)ethoxy)propan-2-yl)carbamate